ClC=1C=C2C(=CNC2=CC1)CCCNS(=O)(=O)C1=CC=C(C2=CC=CC=C12)OCCCN1CCN(CC1)C N-(3-(5-Chloro-1H-indol-3-yl)propyl)-4-(3-(4-methylpiperazin-1-yl)propoxy)naphthalin-1-sulfonamid